r-acryloyloxypropyltriethoxysilane C(C=C)(=O)OCCC[Si](OCC)(OCC)OCC